1-(difluoro(m-tolyl)methyl)bicyclo[1.1.1]pentane FC(C12CC(C1)C2)(C=2C=C(C=CC2)C)F